2-O-glyceryl-6-octanoyl-ascorbic acid C(C(O)CO)OC=1C(=O)O[C@@H](C1O)[C@@H](O)C(O)C(CCCCCCC)=O